(6,7-dimethoxy-quinolin-4-yloxy)-aniline COC=1C=C2C(=CC=NC2=CC1OC)ONC1=CC=CC=C1